5-[1-(3,5-dichlorophenyl)-3-(2,4-dimethylpiperazine-1-carbonyl)-7-methoxy-4,5-dihydrobenzo[g]indazol-8-yl]pyridine-3-carboxamide ClC=1C=C(C=C(C1)Cl)N1N=C(C=2CCC3=C(C12)C=C(C(=C3)OC)C=3C=C(C=NC3)C(=O)N)C(=O)N3C(CN(CC3)C)C